CN1C(SC2=C1C=CC=C2)=O 3-methyl-2,3-dihydro-1,3-benzothiazol-2-one